NC1=C2C(=NC=N1)N(N=C2C2=CC=C(C=C2)NC(C(C)C)=O)C(C)(C)C N-(4-(4-amino-1-tert-butyl-1H-pyrazolo[3,4-d]pyrimidin-3-yl)phenyl)isobutyramide